4,5-dicyano-1,3-dimethylimidazolium-2-carboxylate C(#N)C=1[N+](=C(N(C1C#N)C)C(=O)[O-])C